3-Amino-4-(7-fluoro-1H-indazol-4-yl)-7-methyl-6-(2-thienyl)-1H-1,5-naphthyridin-2-one NC=1C(NC2=CC(=C(N=C2C1C1=C2C=NNC2=C(C=C1)F)C=1SC=CC1)C)=O